4-(5-Fluoroquinoline-2-yl)benzamide FC1=C2C=CC(=NC2=CC=C1)C1=CC=C(C(=O)N)C=C1